NC=1C(=NC(=CC1)C1=CC=CC=C1)NC1=CC(=C(CNC(OC(C)(C)C)=O)C=C1)F tert-butyl (4-((3-amino-6-phenylpyridin-2-yl) amino)-2-fluorobenzyl)carbamate